BrC(Cl)Cl Monobromodichloromethane